C(CCCCCCCC)(=O)OC(CC)OC(CCCCCCCC)=O propanediol dinonanoate